(2-chlorothiazol-5-yl)-morpholino-methanone ClC=1SC(=CN1)C(=O)N1CCOCC1